tert-Butyl 3-chloro-6-(1-methoxy-1-oxopropan-2-yl)-9H-carbazole-9-carboxylate ClC=1C=CC=2N(C3=CC=C(C=C3C2C1)C(C(=O)OC)C)C(=O)OC(C)(C)C